COCCC(C(=O)N)C 4-methoxy-2-methylbutanamide